N=1C=C(N2C1C=CC=C2)C=2C(=C(C(=CC2)S(=O)(=O)C)S(=O)(=O)N)C=2N=NNN2 3-(Imidazo[1,2-a]pyridin-3-yl)-6-(methylsulfonyl)-2-(2H-tetrazol-5-yl)benzenesulfonamide